N1N=NN=C1CC(=O)O 1H-tetrazole-5-acetic acid